ClC=1C=C(C=C(C1OC1=NNC(C(=C1)C(C)C)=O)Cl)NCCC(=O)O 3-((3,5-dichloro-4-((5-isopropyl-6-oxo-1,6-dihydropyridazin-3-yl)oxy)phenyl)amino)propanoic acid